(S)-(4-((4-(3-((2-(1-hydroxyethyl)-1H-imidazol-1-yl)methyl) isoxazol-5-yl)phenyl) ethynyl)benzoyl) glycinate NCC(=O)OC(C1=CC=C(C=C1)C#CC1=CC=C(C=C1)C1=CC(=NO1)CN1C(=NC=C1)[C@H](C)O)=O